Tert-butyl ((1S)-2-((4-(1,2-dihydroxyethyl)pyridin-2-yl)amino)-1-((1r,4S)-4-methylcyclohexyl)-2-oxoethyl)carbamate OC(CO)C1=CC(=NC=C1)NC([C@H](C1CCC(CC1)C)NC(OC(C)(C)C)=O)=O